1-(trans-4-cyanotetrahydro-2H-pyran-3-yl)-3-[(3-ethyl-2-hydroxy-1,2-benzoxaborole-6-yl)amino]pyrazole-4-carboxamide C(#N)[C@H]1[C@@H](COCC1)N1N=C(C(=C1)C(=O)N)NC1=CC2=C(C(B(O2)O)CC)C=C1